ethyl (E)-3-(2-(4-(4-(((benzyloxy)carbonyl)amino)but-1-yn-1-yl)phenyl)thiazol-5-yl)acrylate C(C1=CC=CC=C1)OC(=O)NCCC#CC1=CC=C(C=C1)C=1SC(=CN1)/C=C/C(=O)OCC